C1(=CC=CC=C1)C1=C(OC=C1)C(=O)OCC=C allyl 3-phenylfuran-2-carboxylate